3',5-difluoro-[1,1'-biphenyl]-3-carboxylic acid FC=1C=C(C=CC1)C1=CC(=CC(=C1)F)C(=O)O